ethyl-4-(trifluoromethylsulfonyloxy)-3,6-dihydro-2H-pyridine-1,5-dicarboxylate C(C)OC(=O)N1CCC(=C(C1)C(=O)[O-])OS(=O)(=O)C(F)(F)F